OC=1C(=NC=CC1OC)C(=O)N[C@@H](CC=O)C(C([C@H]([C@@H]([C@H](C=O)CC1=CC=CC=C1)OC(C(C)C)=O)C)=O)=O 2-Methylpropionic acid (3S,6S,7R,8R)-3-[[(3-hydroxy-4-methoxy-2-pyridinyl) carbonyl] amino]-6-methyl-4,9-dioxo-8-(phenylmethyl)-1,5-dioxononan-7-yl ester